COC1=CC=C(C=C1)C=1OC2=CC=CC=C2C(C1O)=O 2-(4-methoxyphenyl)-3-hydroxy-4H-chromen-4-one